3-N-[4-[(6,7-dimethoxy-1,5-naphthyridin-4-yl)oxy]-3-fluorophenyl]-4-hydroxy-2,6-dimethyl-5-N-propan-2-ylpyridine-3,5-dicarboxamide COC=1N=C2C(=CC=NC2=CC1OC)OC1=C(C=C(C=C1)NC(=O)C=1C(=NC(=C(C1O)C(=O)NC(C)C)C)C)F